methyl 3-(5-(3-fluorophenyl)-1H-imidazol-2-yl)-1H-indazole-5-carboxylate FC=1C=C(C=CC1)C1=CN=C(N1)C1=NNC2=CC=C(C=C12)C(=O)OC